C(C)(C)C=1C=C(OCC=2N(C(=NN2)[C@@H]2CC[C@H](CO2)N)C)C=CC1 (3R,6S)-6-[5-[(3-isopropylphenoxy)methyl]-4-methyl-1,2,4-triazol-3-yl]tetrahydropyran-3-amine